NN1C2=CC=CC=C2C=2C(=CC=CC12)C 9-amino-4-methyl-carbazole